C(C)(=O)OCC=C prop-1-en-3-yl acetate